C(C1=CC=CC=C1)OC(=O)N1CC(CC1)N1CC(C2=CC(=C(C=C12)C(=O)[O-])Br)(C)C 1-(1-((benzyloxy)carbonyl)pyrrolidin-3-yl)-5-bromo-3,3-dimethylindole-6-carboxylate